4-(4,4-difluoropiperidin-1-yl)-[1,2,5]thiadiazole FC1(CCN(CC1)C=1C=NSN1)F